FC1=C(C(=CC(=C1)F)F)CC=1C(=NC=C(C1)C(=O)N)C(=O)N [(2,4,6-trifluorophenyl)methyl]pyridine-2,5-dicarboxamide